Ethylbutylpropanoat C(C)C(C(=O)[O-])(C)CCCC